FC(COC1=CC=C(C=C1)O)F 4-(2,2-difluoroethoxy)phenol